tert-butyl N-[2-(benzyloxycarbonylamino)ethylamino]carbamate C(C1=CC=CC=C1)OC(=O)NCCNNC(OC(C)(C)C)=O